1-(p-tolyl)-2-(p-toluidinyl)ethanone C1(=CC=C(C=C1)C(CNC1=CC=C(C=C1)C)=O)C